(E)-3-(2-fluorophenyl)acrylic acid FC1=C(C=CC=C1)/C=C/C(=O)O